C(C)(C)(C)OC(=O)N1CCN(CC1)C1=NC=2N(C(=C1)N(CC1=CC=C(C=C1)C1=NC=CC=C1)C(=O)OC(C)(C)C)N=CC2C2CC2 4-(7-((tert-Butoxycarbonyl)(4-(pyridin-2-yl)benzyl)amino)-3-cyclopropylpyrazolo[1,5-a]pyrimidin-5-yl)piperazine-1-carboxylic acid tert-butyl ester